C(C=C)(=O)N1[C@@H](CC1)COC=1C(=NC=NC1N)C=1C(=C(C=C(C1)F)N1CC2=CC=C(C=C2CC1)C1CC1)CO (S)-2-(3-(5-((1-Acryloylazetidin-2-yl)methoxy)-6-aminopyrimidin-4-yl)-5-fluoro-2-(hydroxymethyl)phenyl)-6-cyclopropyl-3,4-dihydroisoquinolin